((2R)-1-acetyl-4-(3-(cyclopropylmethoxy)-4-(difluoromethoxy) phenyl) pyrrolidine-2-carbonyl) isoindole-5-carboxylate C=1NC=C2C=C(C=CC12)C(=O)OC(=O)[C@@H]1N(CC(C1)C1=CC(=C(C=C1)OC(F)F)OCC1CC1)C(C)=O